[NH4+].C1CCCCC1 cyclohexane ammonium salt